CC1=C(C=C(C(=C1)CN1CCNCCCNCCNCCC1)C)CN1CCNCCCNCCNCCC1 1'-[2,5-dimethyl-1,4-phenylenebis-(methylene)]-bis-1,4,8,11-tetraazacyclotetradecane